4-(2-aminoethyl)-2-methoxyphenol hydrochloride Cl.NCCC1=CC(=C(C=C1)O)OC